C(C)(C)(C)OC(=O)N1C[C@@H]2COC3=C(CN2CC1)N=C(C(=C3Cl)C3=C(C=CC=C3O)Cl)OC([2H])([2H])[2H] (6AR)-4-chloro-3-(2-chloro-6-hydroxyphenyl)-2-[(2H3)methyloxy]-6a,7,9,10-tetrahydro-12H-pyrazino[2,1-c]pyrido[2,3-f][1,4]oxazepin-8(6H)-carboxylic acid tert-butyl ester